C1(CCC1)CN(C(OC(C)(C)C)=O)[C@H]1CN(CCC1)C=1N=NC(=CC1)C(C)N1N=NC(=C1)C=1C=NC=C(C1)OCC tert-butyl (cyclobutylmethyl)((3R)-1-(6-(1-(4-(5-ethoxypyridin-3-yl)-1H-1,2,3-triazol-1-yl)ethyl) pyridazin-3-yl)piperidin-3-yl)carbamate